BrC=1C=C(C=CC1)C1(CC1)N1C(C2=CC=CC=C2C1=O)=O 2-[1-(3-bromophenyl)cyclopropyl]-1,3-isoindolinedione